(R)-5-(1-(3,5-Dichloropyridin-4-yl)ethoxy)-3-(6-(methylsulfonyl)pyridin-3-yl)-1H-indazole ClC=1C=NC=C(C1[C@@H](C)OC=1C=C2C(=NNC2=CC1)C=1C=NC(=CC1)S(=O)(=O)C)Cl